C(C=C)(=O)OC1=C(C(=CC(=C1)C(C)(C)C)C(C)(C)C)O 1-(2-hydroxy-3,5-di-tert-butylphenyl) acrylate